(R)-4-((1-(2-(4,4-dimethylpiperidin-1-yl)-6-methyl-4-oxo-4H-chromen-8-yl)ethyl)amino)pyridazine-3-carboxylic acid CC1(CCN(CC1)C=1OC2=C(C=C(C=C2C(C1)=O)C)[C@@H](C)NC1=C(N=NC=C1)C(=O)O)C